OCCOCCC1=C(C=CC(=C1)C)S(=O)(=O)O.OCCOCCOS(=O)(=O)C1=CC=C(C=C1)C.COC1=CC=C(C(=O)NC=2C=CC3=C(N=C(O3)C=3C=NC=CC3)C2)C=C1 4-methoxy-N-[2-(pyridin-3-yl)-1,3-benzoxazol-5-yl]benzamide 2-(2-hydroxyethoxy)ethyl-4-methylbenzenesulfonate {2-(2-hydroxyethoxy)ethyl-4-methylbenzenesulfonate}